N1=CC(=CC=C1)C=1C=C2C=NC=NC2=C(C1)C=1C=C(C=CC1)NC(C=C)=O N-(3-(6-(pyridin-3-yl)quinazolin-8-yl)phenyl)acrylamide